9-(3-([1,1'-biphenyl]-3-yloxy)-4-iodophenyl)-9H-carbazole-1,2,3,4,5,6,7-d7 C1(=CC(=CC=C1)OC=1C=C(C=CC1I)N1C=2C=C(C(=C(C2C=2C(=C(C(=C(C12)[2H])[2H])[2H])[2H])[2H])[2H])[2H])C1=CC=CC=C1